C1(CC1)C1=NC=NC(=C1C=1N=C(C2=C(N1)CN(C2)C(=O)OC(C)(C)C)OCC2=CC=C(C=C2)C=2N(C=C(N2)C(F)(F)F)C)OC tert-butyl 2-(4-cyclopropyl-6-methoxy-pyrimidin-5-yl)-4-[[4-[1-methyl-4-(trifluoromethyl)imidazol-2-yl]phenyl]methoxy]-5,7-dihydropyrrolo[3,4-d]pyrimidine-6-carboxylate